2-(4-(4-Hydroxy-3-(allyl)benzyl)-3,5-dimethylphenyl)-3,5-dioxo-2,3,4,5-Tetrahydro-1,2,4-triazine-6-carbonitrile OC1=C(C=C(CC2=C(C=C(C=C2C)N2N=C(C(NC2=O)=O)C#N)C)C=C1)CC=C